[N+](=O)([O-])N[C@@H](CCCNC(N)=N)C(=O)O nitryl-arginine